C1(CC1)C=1C=CC2=C(C(=N[C@@H](C=3N2C=NC3C(=O)NCC)C)C3=C(C=CC=C3)F)C1 (R)-8-Cyclopropyl-N-ethyl-6-(2-fluorophenyl)-4-methyl-4H-benzo[f]imidazo[1,5-a][1,4]diazepine-3-carboxamide